lithium-potassium [K].[Li]